(3-allyloxy-2-((allyloxy) methyl) propyl) difluorophosphate P(=O)(OCC(COCC=C)COCC=C)(F)F